C1(CCCC1)NC1=NC(=NC=C1NC(C)CC)C=1C=NC=CC1 N4-cyclopentyl-2-(3-pyridyl)-N5-sec-butyl-pyrimidine-4,5-diamine